NC1=NC(=CC(=C1)NCCCC)CC1=CC=C(C=C1)C(=O)N1CCNCC1 2-Amino-4-(butylamino)-6-(4-(piperazine-1-carbonyl)benzyl)pyridin